C1(CCCCC1)C=1N=C2N(C=CN=C2NC2=CC=C(C=C2)N2CCNCC2)C1 cyclohexyl-N-(4-(piperazin-1-yl)phenyl)imidazo[1,2-a]pyrazin-8-amine